4-amino-7-[(2R,3R,4S,5R)-3,4-dihydroxy-5-[(sulfamoylamino)methyl]tetrahydrofuran-2-yl]-5-[2-(2-ethylsulfanyl-6-fluorophenyl)ethynyl]pyrrolo[2,3-d]pyrimidine NC=1C2=C(N=CN1)N(C=C2C#CC2=C(C=CC=C2F)SCC)[C@@H]2O[C@@H]([C@H]([C@H]2O)O)CNS(N)(=O)=O